Pyranopterin C([C@@H]1C(=C([C@H]2[C@@H](O1)NC3=C(N2)C(=O)NC(=N3)N)S)S)OP(=O)(O)O